7-bromo-3-morpholinoquinoxalin-2(1H)-one BrC1=CC=C2N=C(C(NC2=C1)=O)N1CCOCC1